OC1=C(CN(C1=O)C)C(=O)OC(C)(C)C tert-butyl 4-hydroxy-1-methyl-5-oxo-2,5-dihydro-1H-pyrrole-3-carboxylate